CC1=NC(=NC(=C1)C)NS(=O)(=O)C1=CC=CC=C1 N-(4,6-dimethylpyrimidin-2-yl)benzenesulfonamide